C(C)S(=O)(=O)C=1C(=NC(=CC1)C1=NC=CC=N1)NC(OC(C)(C)C)=O tert-butyl N-(3-ethylsulfonyl-6-pyrimidin-2-yl-2-pyridyl)carbamate